(R)-6-(3-(2-bromophenyl)piperazin-1-yl)-N2-methylpyrimidine-2,4-diamine BrC1=C(C=CC=C1)[C@@H]1CN(CCN1)C1=CC(=NC(=N1)NC)N